C1=CC=CC=2C3=CC=CC=C3N(C12)C1=CC=CC=2N(C=3C=CC=C(C3C12)N1C2=CC=CC=C2C=2C=CC=CC12)C1=CC=C(C=C1)C1=NC=C(C(=C1)C=1C=C(C#N)C=CC1)C1=CC=C(C=C1)N1C=2C=CC=C(C2C=2C(=CC=CC12)N1C2=CC=CC=C2C=2C=CC=CC12)N1C2=CC=CC=C2C=2C=CC=CC12 3-(2,5-bis(4-(9'H-[9,4':5',9''-tercarbazol]-9'-yl)phenyl)pyridin-4-yl)benzonitrile